CC1=CC=CC(=N1)C1=NC=CC(=N1)NC1=NC(=NC=C1)NC1=CC=C(C=C1)N[C@@H]1CNCC1 N4-[2-(6-methyl-2-pyridyl)pyrimidin-4-yl]-N2-[4-[[(3S)-pyrrolidin-3-yl]amino]phenyl]pyrimidine-2,4-diamine